aminopropyl-dimethyl-myristoleyloxy-propanaminium bromide [Br-].NCCCC(C(C)(C)C)([NH3+])OCCCCCCCC\C=C/CCCC